CC1=C(C(=CC(=C1)OCC)C)P(C1=C(C=C(C=C1C)OCC)C)C1=C(C=C(C=C1C)OCC)C tri(2,6-dimethyl-4-ethoxyphenyl)phosphine